(E)-N-(2-(3-(hydroxyamino)-3-oxoprop-1-en-1-yl)phenyl)-1,3-dimethyl-1H-pyrazole-5-carboxamide ONC(/C=C/C1=C(C=CC=C1)NC(=O)C1=CC(=NN1C)C)=O